C(=O)(O)C[N+](CCCCCCCCCCCCCCCCCC)(C)C (carboxymethyl)dimethyl-(octadecyl)ammonium